tert-butoxy-6,8-difluoro-2-(((2R,7aS)-2-fluorotetrahydro-1H-pyrrolizin-7a(5H)-yl)methoxy)-7-(6-methyl-1-(tetrahydro-2H-pyran-2-yl)-5-(trifluoromethyl)-1H-indazol-4-yl)quinazoline C(C)(C)(C)OC1=NC(=NC2=C(C(=C(C=C12)F)C1=C2C=NN(C2=CC(=C1C(F)(F)F)C)C1OCCCC1)F)OC[C@]12CCCN2C[C@@H](C1)F